tris-(2-hydroxyethyl)ethylammonium OCC[N+](CC)(CCO)CCO